tert-butyl (R or S)-2-(4-(4-fluorobenzyl)-2-(2-isopropylphenyl)piperazin-1-yl)-7-azaspiro[3.5]nonane-7-carboxylate FC1=CC=C(CN2C[C@H](N(CC2)C2CC3(C2)CCN(CC3)C(=O)OC(C)(C)C)C3=C(C=CC=C3)C(C)C)C=C1 |o1:8|